ClC=1C=C(C=CC1OCC1=NC=CC=C1)NC1=NC=NC2=CC(=C(C=C12)N)C#CC12CCC(CC1)N2C N4-(3-chloro-4-(pyridin-2-ylmethoxy)phenyl)-7-((7-methyl-7-azabicyclo[2.2.1]heptan-1-yl)ethynyl)quinazoline-4,6-diamine